bis-(3-dimethylaminopropyl)-oxamide CN(CCCNC(C(NCCCN(C)C)=O)=O)C